C(C)(C)C1=NC=CC=C1C1=NC=C2N(C(N(C2=N1)CC1=CC=C(C=C1)C=1N(C=C(N1)C(F)(F)F)C)=O)C([2H])([2H])[2H] 2-(2-isopropylpyridin-3-yl)-7-(methyl-d3)-9-(4-(1-methyl-4-(trifluoromethyl)-1H-imidazol-2-yl)benzyl)-7,9-dihydro-8H-purin-8-one